COC(=O)C=1SC=C(C1OC)C#C[Si](C)(C)C 3-methoxy-4-((trimethylsilyl)ethynyl)thiophene-2-carboxylic acid methyl ester